C12CN(CC(C1)C2)C(=O)C2=C(C=C(C=C2)NC(=O)C2CC2)N2CCCC2 N-[4-(3-azabicyclo[3.1.1]heptane-3-carbonyl)-3-pyrrolidin-1-ylphenyl]cyclopropanecarboxamide